OC[C@H]1[C@@H](C1)NC1=C(C(N(N=C1)COCC[Si](C)(C)C)=O)C(F)(F)F 5-((trans-2-(hydroxymethyl)cyclopropyl)amino)-4-(trifluoromethyl)-2-((2-(trimethylsilyl)ethoxy)methyl)pyridazin-3(2H)-one